N-(azetidin-3-yl)-4-(2-(4-fluoro-phenyl)-1H-pyrrolo[2,3-b]pyridin-5-yl)thiazole-2-carboxamide N1CC(C1)NC(=O)C=1SC=C(N1)C=1C=C2C(=NC1)NC(=C2)C2=CC=C(C=C2)F